ethyl-4-methoxy-pyrimidin-5-amine C(C)C1=NC=C(C(=N1)OC)N